CC=1NC2=CC=CC(=C2C1)CN1CCC2(CC1)COC1=CC=3C(N(CC3C=C12)C1C(NC(CC1)=O)=O)=O 3-(1'-((2-methyl-1H-indol-4-yl)methyl)-7-oxo-5,7-dihydro-2H,6H-spiro[furo[2,3-f]isoindole-3,4'-piperidin]-6-yl)piperidine-2,6-dione